FC(CNC)F (2,2-difluoro-ethyl)-methyl-amine